4-allyl-N-(4,4-diethyl-7-(trifluoromethyl)-4H-chromeno[4,3-d]thiazol-2-yl)-6-methoxypyrimidine-5-carboxamide C(C=C)C1=NC=NC(=C1C(=O)NC=1SC2=C(N1)C=1C=CC(=CC1OC2(CC)CC)C(F)(F)F)OC